6-bromo-8-chloroquinoline-5-carboxylic acid methyl ester COC(=O)C=1C=2C=CC=NC2C(=CC1Br)Cl